FC(C(C(C(C(C(F)(F)F)(F)F)(F)F)(F)F)(F)F)(Cl)F perfluorochlorohexane